FC=1C=C(C=C(C1)F)C1=NO[C@](C1)(C(=O)N[C@H]1C=C[C@H](C1)C(=O)O)C (1S,4R)-4-[[(5R)-3-(3,5-difluorophenyl)-5-methyl-4H-isoxazole-5-carbonyl]amino]cyclopent-2-ene-1-carboxylic acid